rac-3-amino-N-[(3R,4S)-4-hydroxytetrahydro-2H-pyran-3-yl]-5-{[2-(trifluoromethoxy)phenyl]sulfonyl}pyridine-2-carboxamide NC=1C(=NC=C(C1)S(=O)(=O)C1=C(C=CC=C1)OC(F)(F)F)C(=O)N[C@@H]1COCC[C@@H]1O |r|